C(C)(C)NCCC1CCC(O1)CO [5-[(isopropylamino)ethyl]tetrahydrofuran-2-yl]methanol